3-(4-((5-((adamantan-1-yl)amino)pentyl)oxy)-1-oxoisoindolin-2-yl)piperidine-2,6-dione C12(CC3CC(CC(C1)C3)C2)NCCCCCOC2=C3CN(C(C3=CC=C2)=O)C2C(NC(CC2)=O)=O